phenethyl cyclohexanecarboxylate C1(CCCCC1)C(=O)OCCC1=CC=CC=C1